N-(2-hydroxy-2-methyl-propyl)-6-[[5-[2-methyl-5-[[(1S,5R,7s)-3-oxa-9-azabicyclo[3.3.1]nonan-7-yl]oxy]-4-pyridyl]pyrazolo[1,5-a]pyridin-2-yl]amino]pyridine-3-carboxamide OC(CNC(=O)C=1C=NC(=CC1)NC1=NN2C(C=C(C=C2)C2=CC(=NC=C2OC2C[C@@H]3COC[C@H](C2)N3)C)=C1)(C)C